4-amino-N'-(2,2-difluorocyclopropane-1-carbonyl)-N',1-dimethyl-N-((5-(trifluoromethyl)pyridin-2-yl)methyl)-1H-pyrazolo[4,3-c]quinoline-8-carbohydrazide NC1=NC=2C=CC(=CC2C2=C1C=NN2C)C(=O)N(N(C)C(=O)C2C(C2)(F)F)CC2=NC=C(C=C2)C(F)(F)F